N-[2-(5-hydroxy-1H-indol-3-yl)ethyl]-2-oxopiperidine-3-carboxyamide OC=1C=C2C(=CNC2=CC1)CCNC(=O)CC1C(NCCC1)=O